C(OC1=CC2=C(C3=CC(C(CN3CC2)CC(C)C)=O)C=C1OC([2H])([2H])[2H])([2H])([2H])[2H] 3,4,6,7-tetrahydro-9,10-di(methoxy-d3)-3-(2-methylpropyl)-2H-benzo[a]quinolizin-2-one